NC1=NC(=NC=C1C1=C(C(=CC=C1)C)Cl)N1C[C@@H]2[C@H](C1)CC(C2)(N)C (3ar,5r,6as)-2-(4-amino-5-(2-chloro-3-methylphenyl)pyrimidin-2-yl)-5-methyl-octahydrocyclopenta[c]pyrrol-5-amine